COC1=NC=C(C(=N1)OC)C=1C=C(C=2N(N1)C=CN2)[C@@H]2[C@H](C2)C2=CC=C(C(=O)O)C=C2 |r| racemic-4-((1S,2S)-2-(6-(2,4-dimethoxypyrimidin-5-yl)imidazo[1,2-b]pyridazin-8-yl)cyclopropyl)benzoic acid